N-(1-cyanocyclopropyl)-1-methyl-8-(4-(oxetane-2-carbonyl)piperazin-1-yl)-3-(5-(trifluoromethyl)-1,3,4-thiadiazol-2-yl)imidazo[1,5-a]pyridine-6-sulfonamide C(#N)C1(CC1)NS(=O)(=O)C=1C=C(C=2N(C1)C(=NC2C)C=2SC(=NN2)C(F)(F)F)N2CCN(CC2)C(=O)C2OCC2